Tert-butyl (R,Z)-2-(2-(((benzyloxy)carbonyl)amino)-3-methoxy-3-oxoprop-1-en-1-yl)pyrrolidine-1-carboxylate C(C1=CC=CC=C1)OC(=O)N\C(=C/[C@@H]1N(CCC1)C(=O)OC(C)(C)C)\C(=O)OC